C(C)OC1=NN=CN=N1 6-ethoxy-1,2,4,5-tetrazin